2,6-bis-(4-hydroxy-3,5-dimethylbenzyl)-1,3,4-trihydroxy-phenol OC1=C(C=C(CC2C(C(=CC(=C2O)O)CC2=CC(=C(C(=C2)C)O)C)(O)O)C=C1C)C